(S)-2-((S)-3,3-Difluorocyclopentyl)-N-(6-fluorobenzo[d]thiazol-2-yl)-2-(4-(2-methyl-2H-tetrazol-5-yl)phenyl)acetamide FC1(C[C@H](CC1)[C@H](C(=O)NC=1SC2=C(N1)C=CC(=C2)F)C2=CC=C(C=C2)C=2N=NN(N2)C)F